NC=1SC2=C(C1C(=O)OCC)CCC(C2)(COCC(F)(F)F)CC2CC2 ethyl 2-amino-6-(cyclopropylmethyl)-6-[(2,2,2-trifluoroethoxy)methyl]-4,5,6,7-tetrahydro-1-benzothiophene-3-carboxylate